IC1=CC=C2C(=C(N(C2=C1)CCN1CCOCC1)C)C(=O)C1=CC=C(C=C1)OC [6-iodo-2-methyl-1-[2-(4-morpholinyl)ethyl]-1H-indol-3-yl](4-methoxyphenyl)-methanone